(S)-N-hydroxy-4-(tetrahydro-2H-pyran-4-carbonyl)-3-(3-(trifluoromethyl)phenyl)-2,3,4,5-tetrahydrobenzo[f][1,4]oxazepine-8-carboxamide ONC(=O)C1=CC2=C(CN([C@H](CO2)C2=CC(=CC=C2)C(F)(F)F)C(=O)C2CCOCC2)C=C1